Dimethylsilylene-(2-isopropyl-4-(p-sec-butyl-phenyl)indenyl)(2-methyl-4-(p-sec-butyl-phenyl)indenyl)zirconium dichloride [Cl-].[Cl-].C[Si](=[Zr+2](C1C(=CC2=C(C=CC=C12)C1=CC=C(C=C1)C(C)CC)C)C1C(=CC2=C(C=CC=C12)C1=CC=C(C=C1)C(C)CC)C(C)C)C